OC1=CC=C(C=C1)CCC(=O)ON1C(C(CC1=O)S(=O)(=O)O)=O sulfosuccinimidyl 3-(4-hydroxyphenyl)propionate